C(/C=C/COC(=O)CBr)OC(=O)CBr bis(1,4-bromoacetoxy)-2-butene